Cl[SnH2]C(C1=CC=CC=C1)(C1=CC=CC=C1)C1=CC=CC=C1 chlorotrityl-stannane